METHOXYESTRADIOL C[C@@H]1CC[C@H]2C[C@@H](/C(=C/C=C/C=C\[C@H](C[C@H](C(=O)[C@@H]([C@@H](/C(=C/[C@H](C(=O)C[C@H](OC(=O)[C@@H]3CCCCN3C(=O)C(=O)[C@@]1(O2)O)C(C)C[C@H]4CC[C@H]([C@@H](C4)OC)O)C)/C)O)OC)C)C)/C)OC